FC1=C(C=CC(=C1)F)[C@@](CN1N=CN=C1)([C@@H](C)SSCC1=NC=CN=C1)O (2R,3R)-2-(2,4-difluorophenyl)-3-((pyrazin-2-ylmethyl)disulfanyl)-1-(1H-1,2,4-triazol-1-yl)butan-2-ol